BrC1=NC(=CC2=C1OCC(O2)C(=O)C2CC2)I (5-bromo-7-iodo-2,3-dihydro-[1,4]dioxino[2,3-c]pyridin-2-yl)(cyclopropyl)methanone